BrC=1C=NC=C(C1)CC1CC1 3-bromo-5-(cyclopropylmethyl)pyridine